C(C)(C)(C)S(=O)N1C(C2(CN(C2)C(=O)C2=NNC(=C2)C(C)C)C1)C (6-(tert-butylsulfinyl)-5-methyl-2,6-diazaspiro[3.3]heptan-2-yl)(5-isopropyl-1H-pyrazol-3-yl)methanone